(3,4-difluorophenyl)methyl 2-{5-carbamoyl-2-[2-(p-fluorophenyl)ethyl]-6-isobutyl-3-(5-methyl-1,3,4-oxadiazol-2-yl)-4-pyridyl}ethanecarbamate C(N)(=O)C=1C(=C(C(=NC1CC(C)C)CCC1=CC=C(C=C1)F)C=1OC(=NN1)C)CCNC(=O)OCC1=CC(=C(C=C1)F)F